FC(C(=O)N1CC2=CC=C(C(=C2CC1)[N+](=O)[O-])OC)(F)F 2,2,2-trifluoro-1-(6-methoxy-5-nitro-3,4-dihydroisoquinolin-2(1H)-yl)ethan-1-one